[C@@H]1(CC=CCC1)C(=O)O (R)-cyclohex-3-ene-1-carboxylic acid